(4-fluoro-5-methoxy-1H-indol-3-yl)-N,N-diisopropyl-2-oxoacetamide FC1=C2C(=CNC2=CC=C1OC)C(C(=O)N(C(C)C)C(C)C)=O